CN1N=NC(=C1C=1C=2C(N=CC1)=C1C(C(N2)C(C2CCOCC2)C2=CC=CC=C2)=C(NN1C)C(=O)O)C 6-(1,4-dimethyl-1H-1,2,3-triazol-5-yl)-1-methyl-4-(phenyl-(tetrahydro-2H-pyran-4-yl)methyl)-1,4-dihydropyrazolo[3',4':4,5]pyrido[3,2-b]pyridine-3-carboxylic acid